C1(CCCCC1)C(C(C(=O)NC1=NC=C(C(=C1)F)C=1C(=NN(C1C)COCC[Si](C)(C)C)C)C1=C(N(N=C1)CC)C(=O)N)C1CCCCC1 [1-(dicyclohexylmethyl)-2-[[5-[3,5-dimethyl-1-(2-trimethylsilylethoxymethyl)pyrazol-4-yl]-4-fluoro-2-pyridinyl]amino]-2-oxo-ethyl]-2-ethyl-pyrazole-3-carboxamide